Myristyl Lactate C(C(O)C)(=O)OCCCCCCCCCCCCCC